OC(C=1C=C(C(=O)N2CC3(C4=CC(=CC=C24)NS(=O)(=O)C)CCC2(CC3)CC2)C=CC1)C1(CCC1)C N-(1''-(3-(hydroxy(1-methylcyclobutyl)methyl)benzoyl)dispiro[cyclopropane-1,1'-cyclohexane-4',3''-indolin]-5''-yl)methanesulfonamide